C[C@H](CC1=CC=CC=C1)NC2=C3C(=NC=N2)N(C=N3)[C@H]4[C@@H]([C@@H]([C@H](O4)CO)O)O N6-(R)-phenylisopropyladenosine